1-[(3S,4R)-4-({6-chloro-3-methyl-1H-pyrazolo[3,4-d]pyrimidin-4-yl}oxy)-3-fluoropiperidin-1-yl]-2-methylpropan-2-ol ClC1=NC(=C2C(=N1)NN=C2C)O[C@H]2[C@H](CN(CC2)CC(C)(O)C)F